CNCCCC N-methyl-N-butylamine